NC1=C(C=C(C=N1)NC(C(=O)N1C(CCCC1)C(C)C)=O)C N-(6-amino-5-methyl-3-pyridyl)-2-(2-Isopropyl-1-piperidyl)-2-oxo-acetamide